4-[3-[[4-chloro-6-(2,6-dimethylphenyl)pyrimidin-2-yl]sulfamoyl]benzoyl]-6-hydroxy-3-isopentyl-1,4-diazepane-1-carboxylate ClC1=NC(=NC(=C1)C1=C(C=CC=C1C)C)NS(=O)(=O)C=1C=C(C(=O)N2C(CN(CC(C2)O)C(=O)[O-])CCC(C)C)C=CC1